(R)-4-((1-cyclopropyl-2-methoxyethyl)amino)-3-methoxy-N-(5-(5-methyl-1H-pyrazol-1-yl)-1,3,4-thiadiazol-2-yl)-2-oxo-2H-pyran-6-carboxamide C1(CC1)[C@H](COC)NC1=C(C(OC(=C1)C(=O)NC=1SC(=NN1)N1N=CC=C1C)=O)OC